N-hydroxyethylacrylamide OCCNC(C=C)=O